ClC1=NC=C(C(=N1)Cl)CN1CC(C1)(F)F 2,4-dichloro-5-[(3,3-difluoroazetidin-1-yl)methyl]pyrimidine